FC1=NC(=CC(=C1)NC=1SC(=C(N1)C(=O)NC1CCC12CCCC2)C)F 2-[(2,6-difluoro-4-pyridinyl)amino]-5-methyl-N-spiro[3.4]oct-3-yl-thiazole-4-carboxamide